CC1(C=CC(C=C1)=O)C(Cl)(Cl)Cl 4-methyl-4-trichloromethyl-2,5-cyclohexadien-1-one